N-((1-(dimethylamino)cyclobutyl)methyl)-8-fluoro-2-(((2R,7aS)-2-fluorotetrahydro-1H-pyrrolizin-7a(5H)-yl)methoxy)-7-(8-isopropylnaphthalen-1-yl)pyrido[4,3-d]pyrimidin-4-amine CN(C1(CCC1)CNC=1C2=C(N=C(N1)OC[C@]13CCCN3C[C@@H](C1)F)C(=C(N=C2)C2=CC=CC1=CC=CC(=C21)C(C)C)F)C